C1(CCC1)CS(=O)(=O)[O-] cyclobutylmesylate